CN1N=NC(=C1NC(=O)O[C@H](C)C1=CC=CC=C1)C1CCN(CC1)C1=CC=C(C=C1)C1(CC1)C(=O)NS(=O)(=O)C1(CC1)C(=O)O 1-[[1-[4-[4-[1-methyl-5-[[(1R)-1-phenylethoxy]carbonylamino]triazol-4-yl]-1-piperidyl]phenyl]cyclopropanecarbonyl]sulfamoyl]cyclopropanecarboxylic acid